BrC=1C(=CC=2C3=C(C(=NC2C1F)OC[C@H]1N(CCC1)C)N=NN3[C@@H]3C[C@H](N(CC3)C(=O)OC(C)(C)C)CC#N)CCC#N tert-butyl (2S,4S)-4-(7-bromo-8-(2-cyanoethyl)-6-fluoro-4-(((S)-1-methylpyrrolidin-2-yl)methoxy)-1H-[1,2,3]triazolo[4,5-c]quinolin-1-yl)-2-(cyanomethyl)piperidine-1-carboxylate